C(C(=C)C)(=O)O.P(=O)(OCCCO)(O)O hydroxypropyl phosphate methacrylate